C(C)OC(=O)C1=CC=C2C=C(C=CN2C1=O)Br ethyl-8-bromo-4-oxo-4H-quinolizine-3-carboxylate